FC(C(=O)O)(F)F.N[C@H](C(=O)CCC)CC(C)C (2S)-2-amino-4-methyl-1-[(2R)-2-methylethyl]-1-pentanone trifluoroacetate